tert-butyl (4S)-4-[(4-{1-[(benzyloxy)carbonyl]-2,3-dihydroindol-4-yl}piperazin-1-yl)methyl]-3,3-difluoro-[1,4'-bipiperidine]-1'-carboxylate C(C1=CC=CC=C1)OC(=O)N1CCC2=C(C=CC=C12)N1CCN(CC1)C[C@H]1C(CN(CC1)C1CCN(CC1)C(=O)OC(C)(C)C)(F)F